3,3,3-trifluoro-2-hydroxy-propanoic acid FC(C(C(=O)O)O)(F)F